4-((5-((R)-3-(4-amino-3-(4-phenoxyphenyl)-1H-pyrazolo[3,4-d]pyrimidin-1-yl)piperidine-1-yl)-5-oxopentyl)thio)-2-(2,6-dioxopiperidin-3-yl)-6-fluoroisoindoline-1,3-dione NC1=C2C(=NC=N1)N(N=C2C2=CC=C(C=C2)OC2=CC=CC=C2)[C@H]2CN(CCC2)C(CCCCSC2=C1C(N(C(C1=CC(=C2)F)=O)C2C(NC(CC2)=O)=O)=O)=O